ClC1=CC=C(C2=CC=CC=C12)C1CCNCC1 4-(4-chloronaphthalen-1-yl)piperidine